C(C)(C)(C)OC(N[C@H](C(=O)NN(C(C(F)Cl)=O)CCC(=O)N)CC1CC1)=O tert-butyl((2S)-1-(2-(3-amino-3-oxopropyl)-2-(2-chloro-2-fluoroacetyl) hydrazineyl)-3-cyclopropyl-1-oxopropan-2-yl)carbamate